C(C)OP(OCC)(=O)C1=CC=C(C=C1)CN1C=NC2=C1C=C(C(=C2)C(N)=O)OC 4-((5-carbamoyl-6-methoxy-1,3-benzodiazol-1-yl)methyl)phenylphosphonic acid diethyl ester